(R or S)-1-(5-(7-bromo-1H-benzo[d]imidazole-4-carbonyl)-2-(4-isopropylphenyl)-4,5,5a,6,8,9-hexahydro-1,2a,5,7-tetraazabenzo[cd]azulen-7(3H)-yl)prop-2-en-1-one BrC1=CC=C(C2=C1NC=N2)C(=O)N2CCN1C(=NC=3CCN(C[C@@H]2C13)C(C=C)=O)C1=CC=C(C=C1)C(C)C |o1:23|